CN(\C=C/C(=O)C=1N=C(C2=C(N1)C=CC=N2)N2CCOCC2)C (Z)-3-(dimethylamino)-1-(4-morpholinopyrido[3,2-d]pyrimidin-2-yl)prop-2-en-1-one